COC(C(CC(C=CC)=O)NC(C1=CC=CC=C1)(C1=CC=CC=C1)C1=CC=CC=C1)=O 4-oxo-2-(tritylamino)hept-5-enoic acid methyl ester